BrC1=C(C=C(C=C1)CCCOC1CCN(CC1)C(=O)OC(C)(C)C)C tert-butyl 4-[3-(4-bromo-3-methyl-phenyl) propoxy]piperidine-1-carboxylate